5-((Isobutylamino)methyl)-N-(3-((1s,3s)-3-methyl-1-(5-methyl-1-trityl-1H-imidazol-4-yl)cyclobutyl)phenyl)-2-oxo-1-(2,2,2-trifluoroethyl)-1,2-dihydropyridine-3-carboxamide C(C(C)C)NCC=1C=C(C(N(C1)CC(F)(F)F)=O)C(=O)NC1=CC(=CC=C1)C1(CC(C1)C)C=1N=CN(C1C)C(C1=CC=CC=C1)(C1=CC=CC=C1)C1=CC=CC=C1